N1(CCC1)C1=C(C=CC(=C1)C(=O)OC)C1N(CCCC1)CC1=C2C=CN(C2=C(C=C1OC)C)C(=O)OC(C)(C)C tert-butyl 4-({2-[2-(azetidin-1-yl)-4-(methoxycarbonyl)phenyl]piperidin-1-yl}methyl)-5-methoxy-7-methylindole-1-carboxylate